2-(3-(2,3-dihydrobenzo[b][1,4]dioxin-6-yl)-3-oxopropyl)isoindole-5-carbonitrile O1C2=C(OCC1)C=C(C=C2)C(CCN2C=C1C=CC(=CC1=C2)C#N)=O